N-(3-(diethylamino)propyl)-2-(2-fluoro-4-(methylcarbamoyl)phenyl)-N-methylbenzo[d]imidazo[2,1-b]thiazole-7-carboxamide C(C)N(CCCN(C(=O)C1=CC2=C(N3C(S2)=NC(=C3)C3=C(C=C(C=C3)C(NC)=O)F)C=C1)C)CC